N[C@@H]1C2=CC=CC=C2CC12CCN(CC2)C=2NC(C1=C(N2)NN=C1C1(CC1)C1=C2C=CN(C2=CC=C1)C)=O (S)-6-(1-amino-1,3-dihydrospiro[indene-2,4'-piperidine]-1'-yl)-3-(1-(1-methyl-1H-indol-4-yl)cyclopropyl)-1,5-dihydro-4H-pyrazolo[3,4-d]pyrimidin-4-one